nickel(II) oxide strontium [Sr].[Ni]=O